FC(C(=O)O)(F)F.C1(CCCC1)OC=1C=C(C=CC1NC(C)=O)C1=C(C(=CC=C1)C1=CC(=NO1)N1CCNCC1)O N-(3-(Cyclopentyloxy)-2'-hydroxy-3'-(3-(piperazin-1-yl)isoxazol-5-yl)-[1,1'-biphenyl]-4-yl)acetamide 2,2,2-trifluoroacetate